C(C1=CC=CC=C1)OC(N[C@@H]1/C(/NC[C@H]1C1=C(C=C(C=C1F)OC)F)=N/OC)=O |o1:10,14| [(3S*,4R*,Z)-4-(2,6-difluoro-4-meth-oxyphenyl)-2-(methoxyimino)-pyrrolidin-3-yl]-carbamic acid benzyl ester